ClC=1N=C(C2=C(N1)N(C=C2C=2C=C1C=C(C(=NC1=CC2)C(F)(F)F)OCC2=CC=C(C=C2)OC)S(=O)(=O)CC2=CC=CC=C2)N 2-chloro-5-(3-((4-Methoxybenzyl)oxy)-2-(trifluoromethyl)quinolin-6-yl)-7-toluenesulfonyl-7H-pyrrolo[2,3-d]pyrimidin-4-amine